tris(cyclopentadienyl)zirconium (i) zirconium (i) zirconium (i) zirconium [Zr].[Zr+].[Zr+].C1(C=CC=C1)[Zr-2](C1C=CC=C1)C1C=CC=C1